1-(2-hydroxyethyl)piperazine bromine salt [Br].OCCN1CCNCC1